ClC1=C(C=C(OCCN[C@@H]2CC[C@H](CC2)C(=O)NC2=NC3=CC=C(C=C3C=C2)Cl)C=C1)F trans-4-(2-(4-chloro-3-fluorophenoxy)ethylamino)-N-(6-chloroquinolin-2-yl)cyclohexane-1-carboxamide